endo-6-oxo-bicyclo[2.2.1]heptane-2-carboxylic acid O=C1CC2CC(C1C2)C(=O)O